Cl.C(C)(C)(C)NC[C@@H](C1=CC(=C(C=C1)O)CO)O (R)-alpha-[(tert-butylamino)methyl]-4-hydroxymeta-xylene-α,α'-diol hydrochloride